N1N=CC2=CC(=CC=C12)NC1=NC(=NC=C1)C=1C=C2CN(CC2=CC1)C(=O)NC1=C(C=NC=C1)Cl 5-(4-((1H-indazol-5-yl)amino)pyrimidin-2-yl)-N-(3-chloropyridin-4-yl)isoindoline-2-carboxamide